ClC1=CC=C(C=C1)C1=CC=CC2=C1OC1=C2C=CC=C1C1=CC=CC=C1 4-(4-chlorophenyl)-6-phenyldibenzo[b,d]furan